1,1'-[[2,2-bis[[3-(2,5-dihydro-2,5-dioxo-1H-pyrrol-1-yl)propoxy]methyl]-1,3-propanediyl]-bis(oxy-3,1-propanediyl)]bis-1H-pyrrole-2,5-dione O=C1N(C(C=C1)=O)CCCOCC(COCCCN1C(C=CC1=O)=O)(COCCCN1C(C=CC1=O)=O)COCCCN1C(C=CC1=O)=O